1-Hydroxy-3-methyl-4-isopropylbenzene OC1=CC(=C(C=C1)C(C)C)C